1-(5-Azaspiro[2.3]hexan-5-yl)-2-[6-[3-(difluoromethyl)-4-fluoro-phenyl]pyrazolo[4,3-b]pyridin-1-yl]ethanone C1CC12CN(C2)C(CN2N=CC1=NC=C(C=C12)C1=CC(=C(C=C1)F)C(F)F)=O